Cl.C(C1=CC=CC=C1)OC(=O)C1(CC1)N 1-amino-cyclopropanecarboxylic acid benzyl ester HCl